tricyclo[4.2.1.0(3,7)]nonane C12CC3CCC(C3C1)C2